(2S)-2-[[5-(3-isopropyl-1,2,4-oxadiazol-5-yl)-2-(4-methylsulfonylanilino)-pyrimidin-4-yl]amino]-2-phenyl-ethanol C(C)(C)C1=NOC(=N1)C=1C(=NC(=NC1)NC1=CC=C(C=C1)S(=O)(=O)C)N[C@H](CO)C1=CC=CC=C1